C1=CC=CC=2C3=CC=CC=C3C(C12)COC(=O)NCCCC[C@H](NC(C)=C1C(CC(CC1=O)(C)C)=O)C(=O)O N6-(((9H-fluoren-9-yl)methoxy)carbonyl)-N2-(1-(4,4-dimethyl-2,6-dioxocyclohexylidene)ethyl)-L-lysine